OC1=CC=C(C=C1)C(C)(C1=CC=CC=C1)C1=CC=C(C=C1)O 1,1-bis(4-hydroxylphenyl)-1-phenyl-ethane